C(C)OC(=O)C=1C=NN(C1C(F)(F)F)C1=NC=C(C=C1Br)F 1-(3-bromo-5-fluoropyridin-2-yl)-5-(trifluoromethyl)-1H-pyrazole-4-carboxylic acid ethyl ester